N-cyclopropyl-5-[4,5-dihydro-5-(trifluoromethyl)-5-[3-(trifluoromethyl)phenyl]-3-isoxazolyl]-8-isoquinoline-carboxamide C1(CC1)NC(=O)C=1C=CC(=C2C=CN=CC12)C1=NOC(C1)(C1=CC(=CC=C1)C(F)(F)F)C(F)(F)F